BrC1=NN=CN1COCC[Si](C)(C)C 3-bromo-4-{[2-(trimethylsilyl)ethoxy]methyl}-1,2,4-triazole